NC=1C=C(C=CC1OCOCCOC)N1C(C2=CC(=C(C=C2CC1)Br)OCCN1CCOCC1)=O 2-(3-amino-4-((2-methoxyethoxy)methoxy)phenyl)-6-bromo-7-(2-morpholinoethoxy)-3,4-dihydroisoquinolin-1(2H)-one